CC1(N(CCC(C1)=O)C(=O)OC(C)(C)C)C tert-butyl 2,2-dimethyl-4-oxo-piperidine-1-carboxylate